methylsulfonylmethyl-sulfonate CS(=O)(=O)CS(=O)(=O)[O-]